C(CCCCCCCCCC(CCC)O)O tetradecane-1,11-diol